C(#N)/C(/C(=O)OCC)=C\C1=CN(C2=CC=CC=C12)CC1=CC(=CC(=C1)F)F Ethyl (E)-2-cyano-3-(1-(3,5-difluorobenzyl)-1H-indol-3-yl)acrylate